N[C@H](C(=O)N(C)OC)CN1C(NC=C1)=O (S)-2-amino-N-methoxy-N-methyl-3-(2-oxo-2,3-dihydro-1H-imidazol-1-yl)propanamide